potassium 2-oxocyclohexanesulfonate salt O=C1C(CCCC1)S(=O)(=O)[O-].[K+]